COC1=C(C=CC=C1)C1=CC(=CC=C1)CN1N=C(C=C1C)C(=O)NC1=CC=C(C=C1)OC(F)(F)F 1-((2'-methoxy-[1,1'-biphenyl]-3-yl)methyl)-5-methyl-N-(4-(trifluoromethoxy)phenyl)-1H-pyrazole-3-carboxamide